phenyl bis(2-ethylhexyl) phosphate P(=O)(OC1=CC=CC=C1)(OCC(CCCC)CC)OCC(CCCC)CC